5-Bromo-N-(methyl-d3)pyrazolo[1,5-a]pyridine-3-carboxamide BrC1=CC=2N(C=C1)N=CC2C(=O)NC([2H])([2H])[2H]